METHYL (2R)-2-AMINO-3-(2-FORMYLPHENYL)PROPANOATE N[C@@H](C(=O)OC)CC1=C(C=CC=C1)C=O